(S)-1-(3-fluorophenyl)ethan-1-ol FC=1C=C(C=CC1)[C@H](C)O